NC1=C(C(=NC=C1)C)CSC=1NC(C2=C(N1)CCC2)=O 2-([(4-amino-2-methylpyridin-3-yl)methyl]sulfanyl)-3H,5H,6H,7H-cyclopenta[d]pyrimidin-4-one